9,9-diphenyl-3-(5,6,7,8-tetrahydronaphthalen-2-yl)-9H-fluoren-2-amine C1(=CC=CC=C1)C1(C2=CC=CC=C2C=2C=C(C(=CC12)N)C1=CC=2CCCCC2C=C1)C1=CC=CC=C1